(6S,7S)-7-((difluoromethyl)sulphonamido)-6-((2,2',5'-trifluoro-[1,1'-biphenyl]-3-yl)methyl)-5-azaspiro[2.4]heptane-5-carboxylic acid tert-butyl ester C(C)(C)(C)OC(=O)N1CC2(CC2)[C@@H]([C@@H]1CC=1C(=C(C=CC1)C1=C(C=CC(=C1)F)F)F)NS(=O)(=O)C(F)F